3-isobutylcyclohexane-1,2-dicarboxylic acid, disodium salt [Na+].[Na+].C(C(C)C)C1C(C(CCC1)C(=O)[O-])C(=O)[O-]